deoxy-2'-methylenecytidine C=C1[C@@H](O[C@@H]([C@H]1O)CO)N1C(=O)N=C(N)C=C1